C(=C)S(=O)(=O)N ethen-1-sulfonamid